OCCCC/C=N/O (E)-5-hydroxypentanal oxime